BrC1=CC=C(C=C1)C=1N=C2N(C=CC=C2)C1CN1CCN(CC1)C(=O)C1=C(C=CC(=C1)F)Cl (4-{[2-(4-Bromophenyl)imidazo[1,2-a]pyridin-3-yl]methyl}piperazin-1-yl)(2-chloro-5-fluorophenyl)methanone